C(C)(=O)N1[C@@](C(C2=CC=CC=C12)=C)(C(=O)NC(C)(C)C)C1=NC(=CC=C1)OC |r| (±)-1-acetyl-N-tert-butyl-2-(6-methoxypyridin-2-yl)-3-methyleneindoline-2-carboxamide